3-(6-Fluoro-1H-indol-3-yl)pyrrolidine-2,5-dione FC1=CC=C2C(=CNC2=C1)C1C(NC(C1)=O)=O